4-hydroxyphenyl-2-propionic acid CC(C1=CC=C(C=C1)O)C(=O)O